BrC1=CC=NC=2NC3=CC(=CC=C3C21)S(=O)(=O)NC2(CC2)C#N 4-Bromo-N-(1-cyanocyclopropyl)-9H-pyrido[2,3-b]indole-7-sulfonamide